7-(3-((5-fluoro-2-(trifluoromethyl)pyridin-4-yl)amino)-7,8-dihydro-1,6-naphthyridin-6(5H)-yl)-8-methyl-4H-pyrimido[1,2-b]pyridazin-4-one FC=1C(=CC(=NC1)C(F)(F)F)NC=1C=NC=2CCN(CC2C1)C=1C(=CC=2N(N1)C(C=CN2)=O)C